2-((E)-((E)-3-bromo-5-methoxy-4-((E)-3-(4-methoxyphenyl)acryloyloxy)benzylidene)amino)-3-methylbutanoic acid BrC=1C=C(\C=N\C(C(=O)O)C(C)C)C=C(C1OC(\C=C\C1=CC=C(C=C1)OC)=O)OC